FC(CN1N=C(C=2C1=NC(=CN2)N2CCC1(CCN(C1)C=1C(=NC(=NC1)C)C(F)(F)F)CC2)C)F 8-[1-(2,2-difluoroethyl)-3-methyl-1H-pyrazolo[3,4-b]pyrazin-6-yl]-2-[2-methyl-4-(trifluoromethyl)pyrimidin-5-yl]-2,8-diazaspiro[4.5]decane